tert-butyl 4-chloro-6,8-dihydro-5H-pyrido[3,4-d]pyrimidine-7-carboxylate ClC=1C2=C(N=CN1)CN(CC2)C(=O)OC(C)(C)C